5-methylpyridineamide CC=1C=CC(=NC1)C(=O)N